NC1CC2(C(NC=3C2=NC=CC3)=O)C1 (1s,3s)-3-aminospiro(cyclobutane-1,3'-pyrrolo[3,2-b]pyridine)-2'(1'H)-one